tert-butyl (S)-7-((6-(hydroxymethyl)-5-(tetrahydrofuran-3-yl)pyridin-2-yl)amino)-1-oxo-4-(4,4,5,5-tetramethyl-1,3,2-dioxaborolan-2-yl)isoindoline-2-carboxylate OCC1=C(C=CC(=N1)NC=1C=CC(=C2CN(C(C12)=O)C(=O)OC(C)(C)C)B1OC(C(O1)(C)C)(C)C)[C@H]1COCC1